C(CCCCCC)C(O)C(O)CO n-heptyl-glycerol